C(C)(C)(C)C=1N(C=CN1)CC1=CC=C(C=C1)C1=C(C=CC(=C1)CCC)S(=O)(=O)NC(OCCCC)=O butyl ((4'-((2-(tert-butyl)-1H-imidazol-1-yl)methyl)-5-propyl-[1,1'-biphenyl]-2-yl)sulfonyl)carbamate